C(C)NC(=O)NCCCC N-ethyl-N'-butylurea